FC=1C=C(C#N)C=C(C1)OC1=CC=C2C=3[C@@]([C@H]([C@H](C13)F)F)(C(C2(F)F)(F)F)O 3-fluoro-5-(((1S,2R,2aR)-1,2,3,3,4,4-hexafluoro-2a-hydroxy-2,2a,3,4-tetrahydro-1H-cyclopenta[cd]inden-7-yl)oxy)-benzonitrile